ClC1=C(C=CC=C1)C(C(C)C=1N(C(C(=C(N1)C(=O)[O-])OC)=O)C)C1=CC=CC=C1.[Li+] Lithium 2-[1-(2-chlorophenyl)-1-phenylpropan-2-yl]-5-methoxy-1-methyl-6-oxopyrimidine-4-carboxylate